1-[4-(5-{[(1S,2R,3R,5R)-2-fluoro-1,5-dimethyl-8-azabicyclo[3.2.1]octan-3-yl](methyl)amino}pyrazin-2-yl)-3-hydroxyphenyl]-1H-imidazole-4-carbonitrile F[C@H]1[C@@]2(CC[C@](C[C@H]1N(C=1N=CC(=NC1)C1=C(C=C(C=C1)N1C=NC(=C1)C#N)O)C)(N2)C)C